dinonyl-bis-(2-ethoxyethoxy)silane C(CCCCCCCC)[Si](OCCOCC)(OCCOCC)CCCCCCCCC